N(=NC(=O)OCC1=CC=C(C=C1)Cl)C(=O)OCC1=CC=C(C=C1)Cl Di-(4-chlorobenzyl) azodi-carboxylate